ClC=1C(=C(C=CC1)NC=1C(=NN2C1C(NCC2)=O)C2=C(C=NC=C2)C#CC2(CC2)C(F)F)OC [(3-chloro-2-methoxyphenyl)amino]-2-(3-{2-[1-(difluoromethyl)cyclopropyl]ethynyl}pyridin-4-yl)-5H,6H,7H-pyrazolo[1,5-a]pyrazin-4-one